C(CCCCCCC\C=C/CCCCCCCC)N(C)CC(=O)[O-] oleylsarcosinate